C(C1=CC=CC=C1)OC(=O)N[C@H](C(=O)O)CC1=CC(=C(C=C1)O)O (S)-2-(((benzyloxy)carbonyl)amino)-3-(3,4-dihydroxyphenyl)propanoic acid